2-(3-phenoxyphenoxy)biphenyl tert-butyl-4-(4-fluoro-2-(trifluoromethyl)benzoyl)piperazine-1-carboxylate C(C)(C)(C)OC(=O)N1CCN(CC1)C(C1=C(C=C(C=C1)F)C(F)(F)F)=O.O(C1=CC=CC=C1)C=1C=C(OC2=C(C=CC=C2)C2=CC=CC=C2)C=CC1